OC[C@@]1(C([C@H]2CCCN1CC2)=O)COC (1R,5S,7S)-7-(hydroxymethyl)-7-(methoxymethyl)-1-azabicyclo[3.2.2]Nonan-6-one